(2,7-diethyl-4-oxofuro[2,3-d]pyridazin-5(4H)-yl)-N-(5-fluoropyrimidin-2-yl)acetamide C(C)C1=CC2=C(C(=NN(C2=O)CC(=O)NC2=NC=C(C=N2)F)CC)O1